4-(2,4-dimethylphenyl)-2-formylcyclopent-1-ene-1-carboxylic acid ethyl ester C(C)OC(=O)C1=C(CC(C1)C1=C(C=C(C=C1)C)C)C=O